CC=1C=CC2=C(CNCCO2)C1 7-Methyl-2,3,4,5-tetrahydro-1,4-benzoxazepine